5-(triethoxysilyl)hexahydro-4,7-epoxyisobenzofuran-1,3-dione C(C)O[Si](C1C2C3C(OC(C3C(C1)O2)=O)=O)(OCC)OCC